2-(3-chloro-2-fluorophenyl)-6-(5,6-dimethoxy-1H-benzo[d]imidazol-1-yl)nicotinaldehyde ClC=1C(=C(C=CC1)C1=C(C=O)C=CC(=N1)N1C=NC2=C1C=C(C(=C2)OC)OC)F